FC=1C=C2C(=CC=NC2=CC1)C1CCC(CC1)C(C)C1=NC2=C(N1)C=C(C=C2)C(=O)N 2-(1-((1S,4S)-4-(6-fluoroquinolin-4-yl)cyclohexyl)ethyl)-1H-benzo[d]imidazole-6-carboxamide